C(CCCCCCCCCCCCCCC)CCCCCCCCCCCCCCCCCCOC(C(=C)C)=O.C1(CC1)C(=O)NC1=NC=C(C(=O)NC([2H])([2H])[2H])C(=C1)NC=1C=NN2C1C(=C(C=C2)C(C(F)(F)F)O)OC 6-(Cyclopropanecarboxamido)-4-((4-methoxy-5-(2,2,2-trifluoro-1-hydroxyethyl)pyrazolo[1,5-a]pyridin-3-yl)amino)-N-(methyl-d3)nicotinamide cetylstearyl-methacrylate